Hafnium disilicide [Si].[Si].[Hf]